5-(pyrrolidin-1-ylmethyl)thiazole-2-carboxamide N1(CCCC1)CC1=CN=C(S1)C(=O)N